C(C1=NC2=CC=CC=C2C=C1)(=O)Cl Quinaldoyl chloride